O=C1OC2=CC=CC=C2C=C1C(=O)OCCCCSC1=CC(=NC2=CC=CC=C12)C1=CC(=CC=C1)C(F)(F)F 4-((2-(3-(trifluoromethyl)phenyl)quinolin-4-yl)thio)butyl 2-oxo-2H-chromene-3-carboxylate